ClC=1C=C2C(=NC1)N(N=C2C=2N=CC1=C(N2)N(C=C1F)[C@@H]1[C@H]([C@@H]2CC[C@H]1O2)C(=O)OCC)C(C2=CC=CC=C2)(C2=CC=CC=C2)C2=CC=CC=C2 ethyl (1S,2R,3R,4R)-3-(2-(5-chloro-1-trityl-1H-pyrazolo[3,4-b]pyridin-3-yl)-5-fluoro-7H-pyrrolo[2,3-d]pyrimidin-7-yl)-7-oxabicyclo[2.2.1]heptane-2-carboxylate